10-(3-(1-phenyl-1H-benzo[d]imidazol-2-yl)phenyl)-10H-phenoxazine C1(=CC=CC=C1)N1C(=NC2=C1C=CC=C2)C=2C=C(C=CC2)N2C1=CC=CC=C1OC=1C=CC=CC21